CC1=NN(C(=N1)C)C1=NC(=NC=C1F)N1CCN(CC1)C(=O)N1N=CCC1C=1SC(=CN1)C (4-(4-(3,5-dimethyl-1H-1,2,4-triazol-1-yl)-5-fluoropyrimidin-2-yl)piperazin-1-yl)(5-(5-methylthiazol-2-yl)-4,5-dihydro-1H-pyrazol-1-yl)methanone